NC=1C2=C(N=CN1)N(C=C2)[C@H]2[C@@H]([C@@H]([C@H](C2)C2=CC(=CC=C2)C=2N=CSC2)O)O (1R,2S,3R,5R)-3-{4-aminopyrrolo[2,3-d]pyrimidin-7-yl}-5-[3-(1,3-thiazol-4-yl)phenyl]cyclopentane-1,2-diol